FC1=C(CNC2=NC=NC3=CC=C(C=C23)I)C=CC=C1 N-(2-fluorobenzyl)-6-iodoquinazolin-4-amine